CNC1=C2NC=NC2=NC=N1 6-(methylamino)purine